N-Hydroxymethylcrotonamide OCNC(\C=C\C)=O